NC1=C(C=C(C=C1)N(C)C)C(=O)C1=CC=CC=C1 (2-amino-5-(dimethylamino)phenyl)(phenyl)methanone